FC1=CC(=CC2=CN(N=C12)C)NC(=O)C1=NC=C(N=C1)N1CC(C1)CNC1(CC1)C N-(7-fluoro-2-methyl-2H-indazol-5-yl)-5-(3-(((1-methylcyclopropyl)amino)methyl)azetidin-1-yl)pyrazine-2-carboxamide